C(C)(C)(C)OC(=O)NC[C@@]1([C@H]2[C@@H]3C[C@@H](CC[C@H]13)C2)CC(=O)O 2-((1R,2S,3S,6R,8R)-2-(((tert-butoxycarbonyl)amino)methyl)tricyclo[4.2.1.03,8]Non-2-yl)acetic acid